C(C)(C)(C)OC(=O)N1CCC(CC1)C12CC(C1)(C2)C(=O)O 3-(1-tert-butoxycarbonyl-4-piperidyl)bicyclo[1.1.1]pentane-1-carboxylic acid